CN1C(N(C2=NC(=CC(=C21)N2CCOCC2)N2N=C(C=C2)C=2C=C(C=CC2)C)CCCC2=NC=CC=C2)=O 1-methyl-7-morpholino-3-(3-(pyridin-2-yl)propyl)-5-(3-(m-tolyl)-1H-pyrazol-1-yl)-1H-imidazo[4,5-b]pyridin-2(3H)-one